2-morpholinoethane-1-one O1CCN(CC1)CC=O